S=O Monothioether